3,3-bis-[1,1-bis(4-pyrrolidinylphenyl)ethen-2-yl]-4,5,6,7-tetrabromophthalide N1(CCCC1)C1=CC=C(C=C1)C(=CC1(OC(=O)C2=C(C(=C(C(=C12)Br)Br)Br)Br)C=C(C1=CC=C(C=C1)N1CCCC1)C1=CC=C(C=C1)N1CCCC1)C1=CC=C(C=C1)N1CCCC1